OC=1C=C(C=CC1O)CC(=O)NCCC 3,4-dihydroxyphenylacetylpropylamine